N-(3-(azepan-1-yl)-4-(4-propylpiperazine-1-carbonyl)phenyl)cyclobutanecarboxamide Tert-butyl-(2S,4S)-4-[3-bromo-4-cyano-5-(methylamino)pyrazol-1-yl]-2-methylpyrrolidine-1-carboxylate C(C)(C)(C)OC(=O)N1[C@H](C[C@@H](C1)N1N=C(C(=C1NC)C#N)Br)C.N1(CCCCCC1)C=1C=C(C=CC1C(=O)N1CCN(CC1)CCC)NC(=O)C1CCC1